5-fluoro-1H-benzo[d]imidazole-7-carbonitrile FC1=CC2=C(NC=N2)C(=C1)C#N